C1(=CC=C(C=C1)CNC(=O)C=1C=CC(=NC1)N1N=CC(=C1)C(=O)O)C1=CC=CC=C1 1-(5-(([1,1'-Biphenyl]-4-ylmethyl)carbamoyl)pyridine-2-yl)-1H-pyrazole-4-carboxylic acid